O1N=C(C=N1)CNC(C1=CC(=CC=C1)CNC1=NC=C(C2=C1CCO2)C=2C=NNC2)=O N-((1,2,5-oxadiazol-3-yl)methyl)-3-(((7-(1H-pyrazol-4-yl)-2,3-dihydrofuro[3,2-c]pyridin-4-yl)amino)methyl)benzamide